(R)-2-((tert-butoxycarbonyl)(methyl)amino)-4-phenylbutanoic Acid C(C)(C)(C)OC(=O)N([C@@H](C(=O)O)CCC1=CC=CC=C1)C